ClCP(=O)(C)Cl chloromethyl-(methyl)phosphoryl chloride